C(C)OC1=NC2=CC=C(C=C2C=C1)B(O)O 2-ETHOXYQUINOLIN-6-YLBORONIC ACID